N1CC(C1)C1OCCN(C1)C1CC(C1)(C(=O)O)C 3-(2-(azetidin-3-yl)morpholino)-1-methylcyclobutane-1-carboxylic acid